benzyl (1'-(2-fluoro-4-nitrophenyl)-[1,4'-bipiperidin]-4-yl)carbamate FC1=C(C=CC(=C1)[N+](=O)[O-])N1CCC(CC1)N1CCC(CC1)NC(OCC1=CC=CC=C1)=O